CC(C)([C@H](C(=O)O)N)S D-(-)-Penicillamine